2-{[(3S,4R)-1-[4-({8-[(2R,3S)-3-[(ethanesulfonyl)methyl]-2-methylazetidin-1-yl]-5-(propan-2-yl)-2,6-naphthyridin-3-yl}amino)pyrimidin-2-yl]-3-fluoro-piperidin-4-yl]oxy}ethan-1-ol C(C)S(=O)(=O)C[C@@H]1[C@H](N(C1)C=1C=NC(=C2C=C(N=CC12)NC1=NC(=NC=C1)N1C[C@@H]([C@@H](CC1)OCCO)F)C(C)C)C